OC1=CC(=CC(=C1O)O)C 2,6-dihydroxy-p-cresol